Cl.Cl.C(C)N(C1CNC1)C N-ethyl-N-methylazetidin-3-amine dihydrochloride